[Na+].CN1C(C(C(C(=C1)C)=O)NC(N[C@@H](CC(=O)[O-])C=1C(=C(C=CC1)C1=CC=CC=C1)C)=O)=O (S)-3-(3-(1,5-dimethyl-4-oxo-2-oxo-1,2-dihydropyridin-3-yl)ureido)-3-(2-methylbiphenyl-3-yl)propanoic acid sodium salt